(R)-2-((1-(3-(4-(4-carbamoylphenyl)piperazin-1-yl)-2-cyano-7-methylquinoxalin-5-yl)ethyl)amino)benzoic acid C(N)(=O)C1=CC=C(C=C1)N1CCN(CC1)C=1C(=NC2=CC(=CC(=C2N1)[C@@H](C)NC1=C(C(=O)O)C=CC=C1)C)C#N